C(C)(C)(C)OC(NC1(CC1)C1=CC=C(C=C1)N1CCN(CC1)C(C)=O)=O N-{1-[4-(4-acetylpiperazin-1-yl)phenyl]Cyclopropyl}carbamic acid tert-butyl ester